Methyl (2R/S)-2-{[(E)-({2-chloro-4-fluoro-5-[3-methyl-2,6-dioxo-4-(trifluoromethyl)-3,6-dihydropyrimidin-1(2H)-yl]phenyl}methyliden)amino]oxy}propanoat ClC1=C(C=C(C(=C1)F)N1C(N(C(=CC1=O)C(F)(F)F)C)=O)\C=N\O[C@@H](C(=O)OC)C |r|